C1CCC2=C(C=3CCCC3C=C12)NC(=O)N[C@@H](C(=O)OCCOC)CC=1C=NC=CC1 2-methoxyethyl (2R)-2-{[(1,2,3,5,6,7-hexahydro-s-indacen-4-yl)carbamoyl]amino}-3-(pyridin-3-yl)propanoate